N[C@H]1[C@@H]2N(C[C@H]1CC2)C(=O)C2=CC1=C(N(C(=N1)C1=CC=3C(=NC(=CC3)C3=CC=C4CNC(C4=C3)=O)N1CC1CC1)C)C=C2 6-(2-{5-[(1R,4R,7R)-7-amino-2-azabicyclo[2.2.1]heptane-2-carbonyl]-1-methyl-1H-1,3-benzodiazol-2-yl}-1-(cyclopropylmethyl)-1H-pyrrolo[2,3-b]pyridin-6-yl)-2,3-dihydro-1H-isoindol-1-one